FC(C1(CC(C1)C(=O)N1CC2(C1)C[C@@H](CC2)C2=CC(=CC=C2)C(C)C)O)F |r| (rac)-((1s,3s)-3-(Difluoromethyl)-3-hydroxycyclobutyl)(6-(3-isopropylphenyl)-2-azaspiro[3.4]octan-2-yl)methanone